Gadolinium(III) 2-[4-(2-hydroxypropyl)-7,10-bis(2-oxido-2-oxoethyl)-1,4,7,10-tetrazacyclododec-1-yl]acetat OC(CN1CCN(CCN(CCN(CC1)CC(=O)[O-])CC([O-])=O)CC(=O)[O-])C.[Gd+3]